FC(C1=CC=CC=2C=C(SC21)N)(F)F 7-(trifluoromethyl)benzothiophene-2-amine